BrC=1C=C2C(NC(=NC2=C(C1F)C=C)C)=O 6-bromo-8-vinyl-7-fluoro-2-methyl-3,4-dihydroquinazolin-4-one